BrC1=C(C(=CC(=C1)C(C(F)(F)F)(C(C(F)(F)F)(F)F)F)OC(F)F)NC(C1=C(C(=CC=C1)N(C(=O)C=1C=NC(=CC1)F)OC(=O)C1CC1)F)=O N-(2-bromo-4-(perfluorobutan-2-yl)-6-(difluoromethoxy)phenyl)-2-fluoro-3-(((cyclopropanecarbonyl)oxy)(6-fluoropyridine-3-carbonyl)amino)benzamide